3-methoxy-2-(4-methyl-piperazin-1-yl)propionamide COCC(C(=O)N)N1CCN(CC1)C